C(C)(=O)C=1C=CC(N(C1)CC(=O)C=1C=NN(C1C)CC1=CC=CC=C1)=O 5-acetyl-1-(2-(1-benzyl-5-methyl-1H-pyrazol-4-yl)-2-oxoethyl)pyridin-2(1H)-one